BrCC1=NC=CC(=C1OC)Cl 2-(Bromomethyl)-4-chloro-3-methoxy-pyridine